1-{1-[5-Chloro-4-fluoro-2-methoxy-3-(1-oxetan-3-ylazetidin-3-yl)phenyl]ethyl}-3-methyl-1H-pyrazolo[3,4-d]pyrimidin-4-amine ClC=1C(=C(C(=C(C1)C(C)N1N=C(C=2C1=NC=NC2N)C)OC)C2CN(C2)C2COC2)F